1-((5-(4-(tert-butyl)phenyl)-1-methyl-1H-1,2,4-triazol-3-yl)methyl)piperidine C(C)(C)(C)C1=CC=C(C=C1)C1=NC(=NN1C)CN1CCCCC1